C(C1=CC=CC=C1)OC=1C(=NN(C1C=1OC(=C(N1)C1=NC(=CC2=C1C=NN2C)C(NCC2=C(C=C(C=C2)OC)OC)=O)C(=O)[O-])CC)C 2-[4-(benzyloxy)-1-ethyl-3-methyl-1H-pyrazol-5-yl]-4-(6-{[(2,4-dimethoxyphenyl)methyl]carbamoyl}-1-methyl-1H-pyrazolo[4,3-c]pyridin-4-yl)-1,3-oxazole-5-carboxylate